C(C)(C)(C)OC(=O)N1CC(CC1)N1N=CC(=C1)C1=C(C=2N=CN=C(C2N1C1=CC(=C(C=C1)OC1=NC=CC(=N1)C)F)N)Br 3-(4-(4-amino-7-bromo-5-(3-fluoro-4-((4-methylpyrimidin-2-yl)oxy)phenyl)-5H-pyrrolo[3,2-d]pyrimidin-6-yl)-1H-pyrazol-1-yl)pyrrolidine-1-carboxylic acid tert-butyl ester